3-methoxy-4-(trifluoromethyl)picolinic acid COC=1C(=NC=CC1C(F)(F)F)C(=O)O